C(CC)(=O)OC1=C(C=C(C=C1)C)C 2,4-Xylyl propanoate